(4R)-4-hydroxy-L-glutamic acid O[C@H](C[C@H](N)C(=O)O)C(=O)O